C(C)(C)(C)OC(N[C@@H]1C2=CC=CC=C2C2(CC2)C12CCN(CC2)C2=NC(=CC(=N2)C#N)C)=O (S)-(1''-(4-cyano-6-methylpyrimidine-2-yl)-3'H-dispiro[cyclopropane-1,1'-indene-2',4''-piperidin]-3'-yl)carbamic acid tert-butyl ester